7-((λ1-oxidanyl)(phenyl)-λ3-sulfanyl)-1-methyl-4H,6H-benzo[e][1,2,4]triazolo[3,4-c][1,4]oxazepine [O][S](C1=CC=CC=2N3C(COCC21)=NN=C3C)C3=CC=CC=C3